C1(=CC=CC=C1)N(C1=CC=C(C=C1)N(C1=CC=C(C2=CC=C(N(C3=CC=CC=C3)C3=CC=C(C=C3)N(C3=CC=CC=C3)C3=CC=CC=C3)C=C2)C=C1)C1=CC=CC=C1)C1=CC=CC=C1 bis[4-(diphenylamino)phenyl]-N,N'-diphenylbenzidine